C(CC)C1=NN=C(S1)N 5-propyl-2-amino-1,3,4-thiadiazole